ergost-7-en-3β-ol CC(C)[C@@H](C)CC[C@@H](C)[C@H]1CC[C@H]2C3=CCC4C[C@H](CC[C@]4(C)[C@H]3CC[C@]12C)O